CC1(C(C1)C1=CC(=C(C=C1)OC)OC)C 1-(2,2-dimethylcyclopropyl)3,4-dimethoxybenzene